C12=CC=C(C3=CC=CC=C13)C2 1,4-methanonaphthalen